β-mercaptoethenol SC=CO